4-fluoro-N-(2-(5-methyl-1H-indol-3-yl)ethyl)-2-((3,4,5-trimethoxyphenyl)amino)benzamide FC1=CC(=C(C(=O)NCCC2=CNC3=CC=C(C=C23)C)C=C1)NC1=CC(=C(C(=C1)OC)OC)OC